C(C)(C)(C)OC(=O)N1C(CNCC1)C1=NC(=NC2=C(C(=C(C=C12)Cl)Br)F)Cl (7-bromo-2,6-dichloro-8-fluoroquinazolin-4-yl)piperazine-1-carboxylic acid tert-butyl ester